ClC1=C(N)C=C(C(=C1)Br)F 2-chloro-4-bromo-5-fluoro-aniline